tert-butyl (1-(2,2,2-trifluoroethyl)-1H-pyrazol-4-yl)carbamate FC(CN1N=CC(=C1)NC(OC(C)(C)C)=O)(F)F